N-Methylneodecanamide CNC(CCCCCC(C)(C)C)=O